C(C)(C)(C)[Si](C)(C)OC(COC1=C(C=CC=C1Br)Br)C1=C(C=C(C=C1)Cl)F tert-butyl-(1-(4-chloro-2-fluorophenyl)-2-(2,6-dibromophenoxy)ethoxy)dimethylsilane